FC1=C(C=C(C(=C1C#N)C1=CC=CC=C1)C#N)C1=CC=CC=C1 5'-fluoro-[1,1':4',1''-terphenyl]-2',6'-dicarbonitrile